(E)-1-(3-methoxyphenyl)-2-nitromethyl-3-phenylprop-2-en-1-one COC=1C=C(C=CC1)C(\C(=C\C1=CC=CC=C1)\C[N+](=O)[O-])=O